C(CCCC)O[Al](OCCCCC)OCCCCC tripentoxyaluminum